N1CC(C1)N(C=1C=CC(=C(C(=O)N[C@H](C)C=2C3=C(SC2)C=CC=C3)C1)Cl)C (R)-5-(azetidin-3-yl(methyl)amino)-N-(1-(benzo[b]thiophen-3-yl)ethyl)-2-chlorobenzamide